C(C)(C)(C)OC(=O)N1[C@@H](CCC1)COC1=C(C=C(C(=O)O)C=C1)[N+](=O)[O-] (S)-4-((1-(tert-butoxycarbonyl)pyrrolidin-2-yl)methoxy)-3-nitrobenzoic acid